NC(CO)(CO)CO.ClC=1C(=CC2=C(N(C(O2)=O)CCC(=O)O)C1)C 3-(5-chloro-6-methyl-2-oxobenzo[d]oxazol-3(2H)-yl)propanoic acid 2-amino-2-(hydroxymethyl)-1,3-propanediol salt